4-[4-fluoro-5-(2-morpholin-4-ylpyrimidin-5-yl)-2-[(3R,5S)-3,4,5-trimethylpiperazin-1-yl]phenyl]-4-(trifluoromethyl)-1,3-thiazole-5-carboxamide FC1=CC(=C(C=C1C=1C=NC(=NC1)N1CCOCC1)C1(N=CSC1C(=O)N)C(F)(F)F)N1C[C@H](N([C@H](C1)C)C)C